ammonium (tri-benzyl (2-hydroxyethyl) methacrylate) C(C1=CC=CC=C1)C(C(C(=O)[O-])=CCCO)(CC1=CC=CC=C1)CC1=CC=CC=C1.[NH4+]